FC1=C(C(=CC(=C1)C#CC=1C=NC=CC1)F)N1C=2N(C3(C1=O)CC3)C(=CN2)C=2C=NN(C2)C 1'-(2,6-difluoro-4-(pyridin-3-ylethynyl)phenyl)-5'-(1-methyl-1H-pyrazol-4-yl)spiro[cyclopropane-1,3'-imidazo[1,2-a]imidazol]-2'(1'H)-one